N1=CC=C(C2=C1NC1=C(O2)C=CC=C1)OC1=C(C=C(C=C1)NC(=O)C1=CN(C=C(C1=O)C1=CC=C(C=C1)F)C)F N-(4-((10H-benzo[b]pyrido[2,3-e][1,4]oxazin-4-yl)oxy)-3-fluorophenyl)-5-(4-fluorophenyl)-1-methyl-4-oxo-1,4-dihydropyridine-3-carboxamide